FC1=C(C=C(C=C1)F)[C@@]12N(CC[C@H]2C1)C1=NC=2N(C=C1)N=CC2NC(C2=NC=C(C=C2)F)=O N-(5-((1R,5S)-1-(2,5-difluorophenyl)-2-azabicyclo[3.1.0]hexan-2-yl)pyrazolo[1,5-a]pyrimidin-3-yl)-5-fluoropicolinamide